NC1CCN(CC1)S(=O)(=O)C=1C=C(OC2CN(C2)C=2C=C3C(N(C(C3=CC2)=O)C2C(NC(CC2)=O)=O)=O)C=CC1 5-(3-(3-((4-aminopiperidin-1-yl)sulfonyl)phenoxy)azetidin-1-yl)-2-(2,6-dioxopiperidin-3-yl)isoindoline-1,3-dione